C(C)S(=O)(=O)C=1C=C(C=NC1C=1C=C2C(=CN1)N(N=C2)CC(C(F)(F)F)(F)F)N(C(C)=O)C N-[5-ethylsulfonyl-6-[1-(2,2,3,3,3-pentafluoropropyl)pyrazolo[3,4-c]pyridin-5-yl]-3-pyridyl]-N-methyl-acetamide